SODIUM (2S,4R)-4-(((TERT-BUTYLDIPHENYLSILYL)OXY)METHYL)HEX-5-ENE-2-SULFINATE [Si](C1=CC=CC=C1)(C1=CC=CC=C1)(C(C)(C)C)OC[C@H](C[C@H](C)S(=O)[O-])C=C.[Na+]